ClC=1N=NN(C1COC1=CC=C(N=N1)N1CC(N(CC1)CCCC1=CC=C(C(=O)O)C=C1)=O)C1=CC=C(C=C1)C(F)F 4-(3-(4-(6-((4-chloro-1-(4-(difluoromethyl)phenyl)-1H-1,2,3-triazol-5-yl)methoxy)pyridazin-3-yl)-2-oxopiperazin-1-yl)propyl)benzoic acid